COC1=CC=2C3(C4=CC=CC=C4SC2C=C1OC)OCCO3 2',3'-dimethoxyspiro[(1,3)-dioxolane-2,9'-thioxanthen]